C(N)(=O)C(C(=O)N)C(=O)N 2-carbamoyl-malonamide